3-(5-amino-2-methyl-phenyl)-N-[(4-methoxyphenyl)methyl]-N-methyl-1,6-naphthyridin-7-amine NC=1C=CC(=C(C1)C=1C=NC2=CC(=NC=C2C1)N(C)CC1=CC=C(C=C1)OC)C